CS(=NC(C1=CC=C(C=C1)C1=NOC(=N1)C(F)(F)F)=O)(C1=NC=CC=C1)=O N-(methyl(oxo)(pyridin-2-yl)-λ6-sulfanylidene)-4-(5-(trifluoromethyl)-1,2,4-oxadiazol-3-yl)benzamide